3-(2-aminophenyl)-1-((tetrahydro-2H-pyran-4-yl)methyl)-1H-pyrrole-2,5-dione NC1=C(C=CC=C1)C=1C(N(C(C1)=O)CC1CCOCC1)=O